2-(8-Hydroxy-6-methoxy-1-oxo-1H-2-benzopyran-3-yl)propionic Acid OC1=CC(=CC=2C=C(OC(C21)=O)C(C(=O)O)C)OC